FC(C1=C(C=CC(=N1)C(=O)NC)N1CCN(CC1)CC=1C(=C2NC(C(=NC2=CC1)OC)=O)C)F 6-(Difluoromethyl)-5-[4-[(2-methoxy-5-methyl-3-oxo-4H-quinoxalin-6-yl)methyl]piperazin-1-yl]-N-methyl-pyridine-2-carboxamide